7-amino-8-nitro-2-(4-(trifluoromethoxy)phenyl)-3,4-dihydro-2H-benzo[b][1,4,5]oxathiazepine 1,1-dioxide NC=1C(=CC2=C(OCCN(S2(=O)=O)C2=CC=C(C=C2)OC(F)(F)F)C1)[N+](=O)[O-]